FC1(OC2=C(O1)C=CC(=C2O)C=O)F 2,2-difluoro-4-hydroxybenzo[d][1,3]dioxolane-5-carbaldehyde